COC([C@@H](N(C(=O)N1CCN(CCC1)C(=O)[C@@H]1N(CC1)C(C1=CC=CC=C1)(C1=CC=CC=C1)C1=CC=CC=C1)C)C(C)C)=O N-methyl-N-(4-((R)-1-tritylazetidine-2-carbonyl)-1,4-diazepan-1-carbonyl)-L-valine methyl ester